diethoxy-3-glycidyloxypropyl-methylsilane Ethyl-1-(4-chloro-2-(methylsulfonyl)pyrimidin-5-yl)cyclopropane-1-carboxylate C(C)OC(=O)C1(CC1)C=1C(=NC(=NC1)S(=O)(=O)C)Cl.C(C)O[Si](C)(CCCOCC1CO1)OCC